CC(=O)N[C@@H](CSSC[C@@H](C(=O)N[C@@H]1[C@H]([C@@H]([C@H](O[C@@H]1OC2[C@@H]([C@H](C([C@H]([C@H]2O)O)O)O)O)CO)O)O)NC(=O)C)C(=O)N[C@@H]3[C@H]([C@@H]([C@H](O[C@@H]3OC4[C@@H]([C@H](C([C@H]([C@H]4O)O)O)O)O)CO)O)O The molecule is the disulfide resulting from oxidative coupling of the thiol groups of two molecules of mycothiol. It derives from a mycothiol.